ClC=1C=C(C=C(C1)Cl)C1=C(NC=2C3=C(CCC12)C=CC=C3)C(=O)C#N 3-(3,5-dichlorophenyl)-4,5-dihydro-1H-benzo[g]indole-2-carbonyl cyanide